COC1=CC=C(C=C1)N1C(NC(C(=C1)C(=O)O)=O)=O (4-methoxyphenyl)-2,4-dioxo-1,2,3,4-tetrahydropyrimidine-5-carboxylic acid